(4-fluorophenyl)-5-(4-nitrophenyl)Azole-4-carboxylic acid ethyl ester C(C)OC(=O)C=1C=C(NC1C1=CC=C(C=C1)[N+](=O)[O-])C1=CC=C(C=C1)F